NC1=NC=2C=C(C(=CC2C2=C1C=NN2C)C(=O)N(CC2=NC=C(C=C2)C(F)(F)F)N2C(COCC2)=O)Cl 4-amino-7-chloro-1-methyl-N-(3-oxomorpholino)-N-((5-(trifluoromethyl)pyridin-2-yl)methyl)-1H-pyrazolo[4,3-c]quinoline-8-carboxamide